(1s,3s)-3-carbamoyl-3-methylcyclobutyl 4-methylbenzenesulfonate CC1=CC=C(C=C1)S(=O)(=O)OC1CC(C1)(C)C(N)=O